3-(N-(3,4-dicyano-[1,1'-biphenyl]-2-yl)sulfamoyl)-4-ethylbenzoic Acid C(#N)C=1C(=C(C=CC1C#N)C1=CC=CC=C1)NS(=O)(=O)C=1C=C(C(=O)O)C=CC1CC